ClC=1C=C2C(=C(C(NC2=CC1)=O)C1=NNC(C1)C1=CC=C(C=C1)Cl)C1=CC=CC=C1 6-chloro-3-[5-(4-chlorophenyl)-4,5-dihydro-1H-pyrazol-3-yl]-4-phenyl-1H-quinolin-2-one